1-(4-(4,4,5,5-tetramethyl-1,3,2-dioxaborolan-2-yl)-5,6-dihydropyridin-1(2H)-yl)ethanone CC1(OB(OC1(C)C)C1=CCN(CC1)C(C)=O)C